(S)-2-((4-((4''-(1,3-dioxan-2-yl)-2,2'-dimethyl-[1,1':3',1''-terphenyl]-3-yl)methoxy)-5-chloro-2-((5-cyanopyridin-3-yl)methoxy)benzyl)amino)-3-hydroxy-2-methylpropanoic acid O1C(OCCC1)C1=CC=C(C=C1)C=1C(=C(C=CC1)C1=C(C(=CC=C1)COC1=CC(=C(CN[C@](C(=O)O)(CO)C)C=C1Cl)OCC=1C=NC=C(C1)C#N)C)C